(4-((2,3-dihydrobenzofuran-5-sulfonamido)methyl)benzyl)-1,3-dihydroisobenzofuran-4-carboxamide O1CCC2=C1C=CC(=C2)S(=O)(=O)NCC2=CC=C(CC1OCC=3C(=CC=CC13)C(=O)N)C=C2